lithium 4,5-dicyano-2-trifluoromethylimidazole salt C(#N)C=1N=C(NC1C#N)C(F)(F)F.[Li]